1-[4-(2,3-dimethylphenyl)piperazin-1-yl]-2-{3-[3-(hydroxymethyl)piperidine-1-carbonyl]-5,6-dihydrocyclopenta[c]pyrazol-1(4H)-yl}ethan-1-one CC1=C(C=CC=C1C)N1CCN(CC1)C(CN1N=C(C2=C1CCC2)C(=O)N2CC(CCC2)CO)=O